N-(4-(3-(2-aminopyrimidin-4-yl)-4-hydroxyphenoxy)-3-fluorophenyl)-N-(4-fluorophenyl)cyclopropane-1,1-dicarboxamide NC1=NC=CC(=N1)C=1C=C(OC2=C(C=C(C=C2)N(C(=O)C2(CC2)C(=O)N)C2=CC=C(C=C2)F)F)C=CC1O